5-[(4R,8R,9aR)-4-methyl-8-(6-piperazin-1-yl-3-pyridyl)-1,3,4,6,7,8,9,9a-octahydropyrido[1,2-a]pyrazin-2-yl]quinoline-8-carbonitrile C[C@@H]1CN(C[C@@H]2N1CC[C@H](C2)C=2C=NC(=CC2)N2CCNCC2)C2=C1C=CC=NC1=C(C=C2)C#N